COC1=NC2=CC=C(C=C2C=C1)C=1C=C(C=NC1)N1CC2(CN(C2)C(CC)=O)C1 1-(6-(5-(2-methoxyquinolin-6-yl)pyridin-3-yl)-2,6-diazaspiro[3.3]heptane-2-yl)propan-1-one